1,12-Dodecandiol C(CCCCCCCCCCCO)O